N[C@H](C(=O)O)C1=CC(=CC(=C1)OC)F (S)-2-amino-2-(3-fluoro-5-methoxyphenyl)ethanoic acid